lysergic acid-α-hydroxyethylamide OC(C)NC(=O)[C@H]1CN(C)[C@@H]2CC3=CNC4=CC=CC(C2=C1)=C34